[N+](=O)([O-])C=1C=C(C=CC1)[C@@H](CC(=O)NN)C (R)-3-(3-nitrophenyl)butanoylhydrazine